C(C)(C)(C)OC(COC1=CC=C(C=C1)CCC(C(=O)OCC)C(C1=CC=C(C=C1)SC)=O)=O ethyl 4-{4-[2-(tert-butoxy)-2-oxoethoxy]phenyl}-2-[4-(methylsulfanyl)benzoyl]butanoate